OC1=CC=C2[C@@H]([C@@H](OCC2=C1)C1=CC=CC=C1)C1=CC=C(C=C1)N1CCC(CC1)CN1CCN(CC1)C=1C=C2CN(C(C2=CC1)=O)[C@@H]1C(NC(CC1)=O)=O (S)-3-(5-(4-((1-(4-((3R,4S)-7-hydroxy-3-phenylisochroman-4-yl)phenyl)piperidin-4-yl)methyl)piperazin-1-yl)-1-oxoisoindolin-2-yl)piperidine-2,6-dione